N-(1-cyclobutyl-3-(cyclobutylmethyl)-4-methyl-1H-pyrazol-5-yl)-3,3-difluorocyclobutane-1-carboxamide C1(CCC1)N1N=C(C(=C1NC(=O)C1CC(C1)(F)F)C)CC1CCC1